OC1=C(C(=NC(=C1OC)C)C)C(=O)NC1=CC=C(C=C1)OC1=CC=NC2=CC(=CN=C12)OC 4-Hydroxy-5-methoxy-N-[4-[(7-methoxy-1,5-naphthyridin-4-yl)oxy]phenyl]-2,6-dimethylpyridine-3-carboxamide